CC1(C(=O)[O-])C=CC(C(=O)[O-])(C=C1)C.[Na+].[Na+] disodium 1,4-dimethylterephthalate